C(C)(C)(C)C1=NC2=C(N1C(=O)C1=CC=CC=C1)C=C(C=C2)F (2-(tert-Butyl)-6-fluoro-1H-benzo[d]imidazol-1-yl)(phenyl)methanone